1-(2-fluoro-4-{4-[(oxan-3-ylmethyl)carbamoyl]-1H-1,2,3-triazol-1-yl}butyl)-N-{[4-(trifluoromethyl)pyridin-2-yl]methyl}1H-1,2,3-triazole-4-carboxamide FC(CN1N=NC(=C1)C(=O)NCC1=NC=CC(=C1)C(F)(F)F)CCN1N=NC(=C1)C(NCC1COCCC1)=O